ClC1=C2C=CC(=NC2=CC=C1)OC1=CC=C(O[C@@H](C(=O)O)C)C=C1 (R)-2-(4-((5-chloroquinolin-2-yl)oxy)phenoxy)propanoic acid